(3S)-1-[(2S)-4-methyl-1-oxo-1-[(3s,6s,8S)-8-methyl-3-[(2H8)pyrrolidin-1-ylmethyl]-1,5-dioxa-9-azaspiro[5.5]undec-an-9-yl]pentan-2-yl]-3-(2-methylpropyl)piperazin-2-one CC(C[C@@H](C(N1[C@H](CC2(OCC(CO2)CN2C(C(C(C2([2H])[2H])([2H])[2H])([2H])[2H])([2H])[2H])CC1)C)=O)N1C([C@@H](NCC1)CC(C)C)=O)C